N1C(CC1)C(=O)N 2-azetidinecarboxamide